C1(CC1)NC[C@H]1CN(C[C@H]1F)C1=C(C=C2C(C=CN(C2=C1OC)CCF)=O)F 7-[(3S,4S)-3-{(cyclopropylamino)methyl}-4-fluoropyrrolidin-1-yl]-6-fluoro-1-(2-fluoroethyl)-8-methoxy-4-oxo-1,4-dihydroquinoline